tert-butyl 6-bromo-5-(7-methyl-[1,2,4]triazolo[1,5-a]pyridin-6-yl)-2-(1,4-dioxaspiro[4.5]decan-8-yl)-4H-pyrrolo[3,2-d]thiazole-4-carboxylate BrC1=C(N(C2=C1N=C(S2)C2CCC1(OCCO1)CC2)C(=O)OC(C)(C)C)C=2C(=CC=1N(C2)N=CN1)C